6-(4-isopropyl-3-(4-(1-methyl-azetidin-3-yl)phenyl)-1H-pyrazol-5-yl)-8-methyl-[1,2,4]Triazolo[1,5-a]Pyridine C(C)(C)C=1C(=NNC1C=1C=C(C=2N(C1)N=CN2)C)C2=CC=C(C=C2)C2CN(C2)C